C(CCC\C=C/C\C=C/C\C=C/C\C=C/CCCCC)(=O)[O-] arachidonate